NC1=NC=CC2=C(C=CC=C12)NCC12N(CC(C1)(C2)COC2=CC(N(C=C2)C)=O)C(=O)N(C)CC2=CC=CC=C2 1-[[(1-Amino-5-isoquinolyl)amino]methyl]-N-benzyl-N-methyl-4-[(1-methyl-2-oxo-4-pyridyl)oxymethyl]-2-azabicyclo[2.1.1]hexane-2-carboxamide